C(C1=CC=CC=C1)OC(=O)N1CC2(CC2)C[C@H]1C1=NC=C2N1C=CN=C2Cl (S)-6-(8-chloroimidazo[1,5-a]pyrazin-3-yl)-5-azaspiro[2.4]heptane-5-carboxylic acid benzyl ester